C(C)C(CCN)N 1-ethyl-1,3-propylenediamine